C(#N)C=1C=CC(=C(C1)C(C(=O)O)C)C1=CC2=C(C=N1)N=CN2[C@H](C)C2=C(C(=CC=C2Cl)C2CC2)Cl 2-(5-cyano-2-(1-((R)-1-(2,6-dichloro-3-cyclopropylphenyl)ethyl)-1H-imidazo[4,5-c]pyridin-6-yl)phenyl)propionic acid